BrC=1N=CC(=NC1)N1C[C@@H](N(CC1)C(=O)OC(C)(C)C)CC tert-butyl (S)-4-(5-bromopyrazin-2-yl)-2-ethylpiperazine-1-carboxylate